C(C)OCCN(CCC(C(=O)O)NC(=O)C=1N(N=C(C1)C(F)(F)F)C)CCCCC1=NC=2NCCCC2C=C1 4-[2-ethoxyethyl-[4-(5,6,7,8-tetrahydro-1,8-naphthyridin-2-yl)butyl]amino]-2-[[2-methyl-5-(trifluoromethyl)pyrazole-3-carbonyl]amino]butanoic acid